C1=NC=C(C2=CC=CC=C12)N1C(N(C[C@H]1C#N)C=1NC(=CN1)C(F)(F)F)=O (S)-3-(isoquinolin-4-yl)-2-oxo-1-(5-(trifluoromethyl)-1H-imidazol-2-yl)imidazolidine-4-carbonitrile